6-(1-Acetyl-4-piperidyl)-N-[(6-amino-2-pyridyl)sulfonyl]-2-[(4S)-2,2,4-trimethylpyrrolidin-1-yl]pyridin-3-carboxamid C(C)(=O)N1CCC(CC1)C1=CC=C(C(=N1)N1C(C[C@@H](C1)C)(C)C)C(=O)NS(=O)(=O)C1=NC(=CC=C1)N